CC1=CN=C2N1C(=CC=C2)[C@@H](C)NC(OC2=CC=C(C=C2)[N+](=O)[O-])=O 4-nitrophenyl (R)-(1-(3-methylimidazo[1,2-a]pyridin-5-yl)ethyl)carbamate